C(C)(C)(C)OC(=O)N1[C@@H](CN(C[C@@H]1C)C=1N=NC(=CC1)NC(=O)C=1C(=NC=2N(C1)C=C(N2)C)OCC)C (2r,6s)-4-(6-(7-ethoxy-2-methylimidazo[1,2-a]pyrimidine-6-carboxamido)pyridazin-3-yl)-2,6-dimethylpiperazine-1-carboxylic acid tert-butyl ester